(5S,8S,11S,12R)-11-((S)-sec-butyl)-1-(9H-fluoren-9-yl)-5,8-diisopropyl-12-methoxy-4,10-dimethyl-3,6,9-trioxo-2-oxa-4,7,10-triaza-tetradecane-14-oic acid tert-butyl ester C(C)(C)(C)OC(C[C@H]([C@@H](N(C([C@@H](NC([C@@H](N(C(OCC1C2=CC=CC=C2C=2C=CC=CC12)=O)C)C(C)C)=O)C(C)C)=O)C)[C@@H](C)CC)OC)=O